5-fluorothiazolo[5,4-b]pyridin-2-amine FC1=CC=C2C(=N1)SC(=N2)N